C(C)N(C1=CC=C(C=C2C(C3=CC=CC=C3C2)=O)C=C1)CC 2-(4'-diethylaminobenzylidene)-1-indanone